p-octylphenyl salicylate C(C=1C(O)=CC=CC1)(=O)OC1=CC=C(C=C1)CCCCCCCC